phenyl-cyclotrisiloxane C1(=CC=CC=C1)[SiH]1O[SiH2]O[SiH2]O1